ClC1=NC=CC(=N1)C1=CN=C2N1N=C(C(=C2)OC)N2CC(C2)(F)F 3-(2-chloropyrimidin-4-yl)-6-(3,3-difluoroazetidin-1-yl)-7-methoxy-imidazo[1,2-b]pyridazine